(3R,4S,5S,6R)-6-(hydroxymethyl)-3-methyltetrahydro-2H-pyran-2,3,4,5-tetraol OC[C@@H]1[C@H]([C@@H]([C@](C(O1)O)(O)C)O)O